ClCC1=NC2=C(N1C[C@H]1OCCC1)C=C(C=C2)C(=O)OC methyl (S)-2-(chloromethyl)-1-((tetrahydrofuran-2-yl)methyl)-1H-benzo[d]imidazole-6-carboxylate